FC1=C2C=CNC2=CC(=C1OC=1C=CC(=C(C1)C=1NC(=CN1)C(C(C)(C)C)C=1C=C(C=CC1)CCC(=O)OC)F)F Methyl 3-(3-(1-(2-(5-((4,6-difluoro-1H-indol-5-yl)oxy)-2-fluorophenyl)-1H-imidazol-5-yl)-2,2-dimethylpropyl)phenyl)propanoate